NC1CC(C1)C(=O)N1CCN(CC1)C1=NC=C(C=C1C(F)(F)F)C(F)(F)F ((1R,3R)-3-aminocyclobutyl)(4-(3,5-bis(trifluoromethyl)pyridin-2-yl)piperazin-1-yl)methanone